C(C)(C)(C)OC(=O)N1S(O[C@@H]([C@H]1C(=O)OCC1=CC=CC=C1)C)(=O)=O (4S,5R)-5-methyl-1,2,3-oxathiazolidine-3,4-dicarboxylic acid 4-benzyl ester 3-(tert-butyl) ester 2,2-dioxide